O=C1CCN(CC1)C1(CCN(CC1)C(=O)OC(C)(C)C)C(F)(F)F tert-butyl 4-oxo-4'-(trifluoromethyl)-[1,4'-bipiperidine]-1'-carboxylate